C(C1=CC=CC=C1)OC(=O)N1CC=C(C=C1C1=CC=C(C=C1)C(=O)OC)C1=CSC=C1NC(=O)OC(C)(C)C (S)-4-(4-(tert-butoxycarbonylamino)thiophen-3-yl)-6-(4-(methoxycarbonyl)phenyl)pyridine-1-carboxylic acid benzyl ester